(S)-N-(4-((1R,3R)-7-ethynyl-3-methyl-2-(2,2,2-trifluoroethyl)-2,3,4,9-tetrahydro-1H-pyrido[3,4-b]indol-1-yl)-3,5-difluorophenyl)-1-(3-fluoropropyl)pyrrolidin-3-amine C(#C)C1=CC=C2C3=C(NC2=C1)[C@H](N([C@@H](C3)C)CC(F)(F)F)C3=C(C=C(C=C3F)N[C@@H]3CN(CC3)CCCF)F